2-butoxy-7-((1,2,3,4-tetrahydroisoquinolin-6-yl)methyl)-5H-pyrrolo[3,2-d]pyrimidin-4-amine C(CCC)OC=1N=C(C2=C(N1)C(=CN2)CC=2C=C1CCNCC1=CC2)N